rac-Benzyl (1R,3S)-3-hydroxycyclohexane-1-carboxylate O[C@@H]1C[C@@H](CCC1)C(=O)OCC1=CC=CC=C1 |r|